D-glucosamine ketoglutarate O=C(C(=O)O)CCC(=O)O.OC1[C@H](N)[C@@H](O)[C@H](O)[C@H](O1)CO